C[C@@H]1NS(CCC1)(=O)=O (S)-3-methyl-1,2-thiazinane 1,1-dioxide